(3-fluorophenyl) borate B(OC1=CC(=CC=C1)F)([O-])[O-]